CN1CC[N]CC1 1-Methyl-4λ2-piperazin